ONC(=O)C1=CC2=C(OCCN2CC2=CC(=CC=C2)C(F)(F)F)C=C1 N-hydroxy-4-(3-(trifluoromethyl)benzyl)-3,4-dihydro-2H-benzo[b][1,4]oxazine-6-carboxamide